FC(C1=C(C=NN1)C=1C=C(C(=O)O)C=CC1)(F)F 3-(5-(trifluoromethyl)-1H-pyrazol-4-yl)benzoic acid